C(C)C1=C(C=CC(=C1)[C@@H]1NC[C@H](CC1)C)O 2-ethyl-4-[(2R,5S)-5-methyl-2-piperidyl]Phenol